(Tetrahydro-pyran-4-yl)-{(S)-3-{6-(5-(trifluoromethyl)pyridin-3-yl)-5,6,7,8-tetrahydropyrido[4,3-d]pyrimidin-4-ylamino}pyrrolidin-1-yl}-methanone O1CCC(CC1)C(=O)N1C[C@H](CC1)NC=1C2=C(N=CN1)CCN(C2)C=2C=NC=C(C2)C(F)(F)F